C1(CC1)N1C=C2C(=NN=C(C2=CC1=O)N1N=CC=C1)N[C@H](C)C1=C(C(=CC=C1)C(F)F)F (R)-6-cyclopropyl-4-((1-(3-(difluoromethyl)-2-fluorophenyl)ethyl)amino)-1-(1H-pyrazol-1-yl)pyrido[3,4-d]pyridazin-7(6H)-one